N1N=NC=C1 R-1,2,3-triazole